N(=NC(C(=O)[O-])(C)C)C(C(=O)OC)(C)C methyl 2,2'-azobis(2-methylpropionate)